C(C)O\C(=C/OC1=CC=C(C=C1)CN1N=C(C=C1)C(=O)OCC)\C(F)(F)F ethyl 1-[[4-[(Z)-2-ethoxy-3,3,3-trifluoro-prop-1-enoxy]phenyl]methyl]pyrazole-3-carboxylate